1-(2-(4-(2-(Didodecylamino)ethyl)piperazin-1-yl)ethyl)-N1,N2,N2-tri((9Z,12Z)-octadeca-9,12-dien-1-yl)ethane-1,2-diamine C(CCCCCCCCCCC)N(CCN1CCN(CC1)CCC(CN(CCCCCCCC\C=C/C\C=C/CCCCC)CCCCCCCC\C=C/C\C=C/CCCCC)NCCCCCCCC\C=C/C\C=C/CCCCC)CCCCCCCCCCCC